N-(2,3-dihydroxy-propyl)-3-(2-fluoro-4-iodo-phenylamino)-isonicotinamide OC(CNC(C1=C(C=NC=C1)NC1=C(C=C(C=C1)I)F)=O)CO